cyano-phenyl-spirobifluorene C(#N)C1=C(C2(C3=CC4=CC=CC=C4C3=C1)C=CC=C1C3=CC=CC=C3C=C12)C1=CC=CC=C1